4-amino-7-fluoro-8-(5-methoxypyrimidin-4-yl)-N-propylisoquinoline-3-carboxamide NC1=C(N=CC2=C(C(=CC=C12)F)C1=NC=NC=C1OC)C(=O)NCCC